6-hydroxy-8-((1R)-1-hydroxy-2-{[1-(4-methoxyphenyl)-2-methylpropan-2-yl]amino}ethyl)-2H-1,4-benzoxazin-3(4H)-one hydrochloride Cl.OC=1C=C(C2=C(NC(CO2)=O)C1)[C@H](CNC(CC1=CC=C(C=C1)OC)(C)C)O